6-bromo-2-phenylnaphtho[1,2-d]oxazole BrC1=C2C=CC3=C(N=C(O3)C3=CC=CC=C3)C2=CC=C1